1,4-dimethyl-3-[(5-oxopyrrolidin-3-yl)methoxy]-6,7-dihydro-5H-cyclopenta[c]pyridine-6-carbaldehyde CC1=NC(=C(C2=C1CC(C2)C=O)C)OCC2CNC(C2)=O